CC(C)CC(C)(C)C 2,4,4-trimethylpentane